ClC=1C(=C(C=CC1F)[C@@H](NC(=O)[C@H]1NC(NC1)=O)C=1N=NC(=CC1)OCC(F)(F)F)F (4S)-N-((R)-(3-chloro-2,4-difluorophenyl)(6-(2,2,2-trifluoroethoxy)pyridazin-3-yl)methyl)-2-oxoimidazolidine-4-carboxamide